3,5-dimethylisoxazol-4-yl-4-boronic acid B(C1=C(ON=C1C)C)(O)O